2-[2-chloro-4-(trifluoromethyl)phenyl]-5-(1H-pyrrolo[2,3-b]pyridin-4-yl)-1-{[2-(trimethylsilyl)ethoxy]methyl}-1H-pyrrole-3-carboxamide ClC1=C(C=CC(=C1)C(F)(F)F)C=1N(C(=CC1C(=O)N)C1=C2C(=NC=C1)NC=C2)COCC[Si](C)(C)C